lithium methyltaurate CNCCS(=O)(=O)[O-].[Li+]